5-(4-acetylphenoxy)valeric acid C(C)(=O)C1=CC=C(OCCCCC(=O)O)C=C1